(2e,4z)-4-methyl-5-(p-tolyl)penta-2,4-dienal C/C(/C=C/C=O)=C/C1=CC=C(C=C1)C